C(=O)(OC(C)(C)C)N[C@@H](CC1=CC=CC=C1)C(=O)NCCCCCCCCCCCC Boc-phenylalanyl-dodecyl-amine